C1(CC1)C=1C(=NC(=NC1)NC=1C(=NN(C1)C(C#N)(C)C)C)OCC1CCC(CC1)NC 2-(4-((5-cyclopropyl-4-(((1R,4R)-4-(methylamino)cyclohexyl)methoxy)pyrimidin-2-yl)amino)-3-methyl-1H-pyrazol-1-yl)-2-methylpropanenitrile